ethyl (3S)-3-{2-[2-chloro-5-(hydroxymethyl)phenyl]-2-[2-oxo-4-(trifluoromethyl)pyridin-1-yl]acetamido}-3-{5-cyclopropyl-4-fluoro-2'-hydroxy-6'-methyl-[1,1'-biphenyl]-3-yl}propanoate ClC1=C(C=C(C=C1)CO)C(C(=O)N[C@@H](CC(=O)OCC)C=1C=C(C=C(C1F)C1CC1)C1=C(C=CC=C1C)O)N1C(C=C(C=C1)C(F)(F)F)=O